C(C)OC1=NC=CC=C1C1=NC(=C(C=C1)N1[C@@H](C[C@@H](CC1)O)CC)C#N |r| rac-2'-ethoxy-5-[(2R,4R)-2-ethyl-4-hydroxypiperidin-1-yl]-[2,3'-bipyridine]-6-carbonitrile